OC(C(C)(C)NC(=O)C=1C=C2C(=NC1)C=CS2)C2=CC=CC=C2 N-(1-hydroxy-2-methyl-1-phenylpropan-2-yl)thieno[3,2-b]pyridine-6-carboxamide